[C@H]12C(C[C@H](C=C1)C2)C(=O)OCC2=CC(=C(C=C2)OCC2=C(C=CC=C2[N+](=O)[O-])[N+](=O)[O-])C=O 4-((2,6-dinitrobenzyl)oxy)-3-formylbenzyl (1R,4R)-bicyclo[2.2.1]hept-5-ene-2-carboxylate